FC1=CC=C(CCC2=NC(=C(C(=O)N)C(=C2C=2OC(=NN2)C)C2=CC=3C(=C(N=CC3)NCC3=CC=NC=C3)S2)CC(C)C)C=C1 6-(4-fluorophenethyl)-2-isobutyl-5-(5-methyl-1,3,4-oxadiazol-2-yl)-4-(7-((pyridin-4-ylmethyl)amino)thieno[2,3-c]pyridin-2-yl)nicotinamide